C(C=C)(=O)ONP(=O)(N)N acryloxyphosphoramide